2-(Phenylethynyl)pyridine methyl-(R,E)-4-((tert-butoxycarbonyl)amino)pent-2-enoate COC(\C=C\[C@@H](C)NC(=O)OC(C)(C)C)=O.C1(=CC=CC=C1)C#CC1=NC=CC=C1